6-chloro-5'-(5-chloro-2-methylphenyl)-2'-(5-fluoro-2,4-dimethoxyphenyl)-3'-isopropyl-3'H-spiro[indoline-3,4'-pyrrolo[3,4-d]imidazole]-2,6'(5'H)-dione ClC1=CC=C2C(=C1)NC(C21N(C(C=2N=C(N(C21)C(C)C)C2=C(C=C(C(=C2)F)OC)OC)=O)C2=C(C=CC(=C2)Cl)C)=O